zinc-copper-selenium [Se].[Cu].[Zn]